C1=CC=C2N=C3C=CC=CC3=CN21 pyrrolo[2,1-b]quinazoline